3-(4-chloro-7H-pyrrolo[2,3-d]pyrimidin-7-yl)cyclohexan-1-one ClC=1C2=C(N=CN1)N(C=C2)C2CC(CCC2)=O